S(=O)(=O)(O)OCC(CO)(COCC(CO)(CO)CO)CO dipentaerythritol sulfate